linalylformate C(C)(C=C)(CCC=C(C)C)C(=O)[O-]